6-(4-Methoxybenzyl)-3-(3-cyanobenzyl)-1,2,3,4,6,8,9,10-octahydro-5H-pyrido[3,4-e]pyrimido[1,2-a]pyrimidin-5-one COC1=CC=C(CN2C=3N(C4=C(C2=O)CN(CC4)CC4=CC(=CC=C4)C#N)CCCN3)C=C1